beta-ketovalerate O=C(CC(=O)[O-])CC